1-(5-{[(5-Chlorothiophen-2-yl)methyl]amino}-3-{1-[(3-hydroxypyrrolidin-1-yl)sulfonyl]-4-methylpyrrolidin-3-yl}-4-methyl-1H-pyrazol-1-yl)-3-hydroxy-2,2-dimethylpropan-1-on ClC1=CC=C(S1)CNC1=C(C(=NN1C(C(CO)(C)C)=O)C1CN(CC1C)S(=O)(=O)N1CC(CC1)O)C